ethyl 2-((4-(3-(4-(3-((tert-butoxycarbonyl)amino)propyl)piperazin-1-yl)propoxy)phenyl)sulfonamido)-4-(4-methylnaphthalen-1-yl)benzoate C(C)(C)(C)OC(=O)NCCCN1CCN(CC1)CCCOC1=CC=C(C=C1)S(=O)(=O)NC1=C(C(=O)OCC)C=CC(=C1)C1=CC=C(C2=CC=CC=C12)C